1,4-bis[(2,3-dihydroxypropyl)amino]-9,10-anthracenedione OC(CNC1=CC=C(C=2C(C3=CC=CC=C3C(C12)=O)=O)NCC(CO)O)CO